2-cyano-1-(6-((1-benzoyl)pyrrolidine-3-yl)hexyl)-3-(3-fluoro-4-pyridinyl)guanidine C(#N)N=C(NCCCCCCC1CN(CC1)C(C1=CC=CC=C1)=O)NC1=C(C=NC=C1)F